OC1=C(OC=2C3=C(C=CC2C1=O)OC(O3)(C3=CC=CC=C3)C3=CC=CC=C3)C3=CC=C(C=C3)CCCN3CCOCC3 7-Hydroxy-8-(4-(3-morpholinopropyl)phenyl)-2,2-diphenyl-6H-[1,3]dioxolo[4,5-h]chromen-6-one